4-(2-hydroxy-2-methylpropyl)-2-methoxybenzoic acid methyl ester COC(C1=C(C=C(C=C1)CC(C)(C)O)OC)=O